3-(BENZO[D][1,3]DIOXOL-5-YL)-7-(1-HYDROXYPROPAN-3-YL)-1-(1H-INDOL-3-YL)-6,7-DIHYDRO-3H-OXAZOLo[3,4-A]PYRAZIN-5,8-DION O1COC2=C1C=CC(=C2)C2OC(=C1N2C(CN(C1=O)CCCO)=O)C1=CNC2=CC=CC=C12